ClC=1C=C(C=CC1F)NC1=NC=NC2=CC(=C(C=C12)OCCCN1CCC(CC1)N1CCN(CC1)C(CSC1=C2CN(C(C2=CC=C1)=O)C1C(NC(CC1)=O)=O)=O)OC 3-(4-((2-(4-(1-(3-((4-((3-chloro-4-fluorophenyl)amino)-7-methoxyquinazolin-6-yl)oxy)propyl)piperidin-4-yl)piperazin-1-yl)-2-oxoethyl)thio)-1-oxoisoindolin-2-yl)piperidine-2,6-dione